C(=O)(O)C(OC=1C=C(CN(C(CC=2C=C(OC(C(=O)O)C3CNCC3)C=CC2)=O)CCOC2=CC(=CC=C2)OC(C2CNCC2)C(=O)O)C=CC1)C1CNCC1 2-(3-(2-((3-(carboxy(pyrrolidin-3-yl)methoxy)benzyl)(2-(3-(carboxy(pyrrolidin-3-yl)methoxy)phenoxy)ethyl)amino)-2-oxoethyl)phenoxy)-2-(pyrrolidin-3-yl)acetic acid